ClC=1C=C2C(=C(C=NC2=C(C1)F)C(=O)O)C(C)C 6-chloro-8-fluoro-4-isopropylquinoline-3-carboxylic acid